(uronium) Hexafluorophosphate F[P-](F)(F)(F)(F)F.[NH2+]=C(O)N